COC(=O)C1CNCCC1 Piperidine-3-carboxylic acid methyl ester